8-(1-hydroxyethyl)-3,6-dimethyl-2-(2-methylpropyloxy)quinazolin-4-one OC(C)C=1C=C(C=C2C(N(C(=NC12)OCC(C)C)C)=O)C